CC1(C2C3C4C=CC(C3(C(C1)C2)C(C)C)C4)C(=O)O 8-methyl-8-carboxyisopropyltetracyclo[4.4.0.12,5.17,10]-3-dodecene